2-((2-(8-fluoro-3,4-dihydrobenzo[b][1,4]oxazepin-5(2H)-yl)-2-oxoethyl)amino)-4,6-bis(trifluoromethyl)nicotinonitrile FC=1C=CC2=C(OCCCN2C(CNC2=C(C#N)C(=CC(=N2)C(F)(F)F)C(F)(F)F)=O)C1